P(=O)(O)(O)O.B(O[Si](C)(C)C)(O[Si](C)(C)C)O[Si](C)(C)C tris(trimethylsilyl) borate phosphate